NC(CO)C1=CC(=NC=C1)OC(F)F 2-amino-2-[2-(difluoromethoxy)pyridin-4-yl]ethanol